(3S,10R,13S)-17-(4-isopropyl-1H-imidazol-1-yl)-10,13-dimethyl-2,3,4,7,8,9,10,11,12,13,14,15-dodecahydro-1H-cyclopenta[a]phenanthren-3-yl acetate C(C)(=O)O[C@H]1CC[C@@]2(C3CC[C@@]4(C(=CCC4C3CC=C2C1)N1C=NC(=C1)C(C)C)C)C